NC1=C(C=C(C=C1)[N+](=O)[O-])NC(=O)C1CCCC1 N-(2-amino-5-nitrophenyl)cyclopentanecarboxamide